3-(1,1-dimethylethyl)-4-({5-[(4R)-4-ethyl-2,5-dioxo-1-imidazolidinyl]-2-pyrimidinyl}oxy)benzonitrile CC(C)(C)C=1C=C(C#N)C=CC1OC1=NC=C(C=N1)N1C(N[C@@H](C1=O)CC)=O